COC(C1=C(C(=C(C(=C1)C=C)F)F)NC1=C(C=C(C=C1)I)F)=O 3,4-difluoro-2-((2-fluoro-4-iodophenyl)amino)-5-vinylbenzoic acid methyl ester